3-(3-(2,6-dichlorobenzyloxy)phenyl)propan-1-amine ClC1=C(COC=2C=C(C=CC2)CCCN)C(=CC=C1)Cl